COC1=C(C=NC=C1)CN 4-Methoxy-3-pyridinemethanamine